N-(3-methoxyphenyl)-4-{1-{2-[(4-methoxyphenyl)amino]-2-oxoethyl}-1H-benzimidazol-2-yl}benzamide COC=1C=C(C=CC1)NC(C1=CC=C(C=C1)C1=NC2=C(N1CC(=O)NC1=CC=C(C=C1)OC)C=CC=C2)=O